C1(CC1)CN1C(=CC=2C=CC3=C(NCCO3)C21)C2=NC1=C(N2C)C(=CC(=C1)C(=O)OC)F methyl 2-[9-(cyclopropylmethyl)-2,3-dihydro-1H-pyrrolo[2,3-f][1,4]benzoxazin-8-yl]-7-fluoro-1-methyl-benzimidazole-5-carboxylate